C1(CCCC1)NCCOC1=C(C=CC=C1)O 2-(2-(Cyclopentylamino)ethoxy)phenol